C1(=CC=CC=C1)NC(=O)N1CCN(CC1)C1=NC=CC=N1 N-phenyl-4-(pyrimidin-2-yl)piperazine-1-carboxamide